9-chloro-2-[2-(3-chloropyridin-2-yl)-5-trifluoromethyl-2H-pyrazol-3-yl]-3-oxa-1,5,8-triazaxanthen-4-one ClC1C2=NC=CN=C2OC=2C(OC(=NC12)C=1N(N=C(C1)C(F)(F)F)C1=NC=CC=C1Cl)=O